CC1=C(C=C(C=C1)C(NC=1C=NC=C(C1)C(F)(F)F)=O)[C@H]1CN(CC1)C=1C=NC=C(C(=O)[O-])C1.[Li+] lithium (s)-5-(3-(2-methyl-5-((5-(trifluoromethyl)pyridin-3-yl) carbamoyl) phenyl)pyrrolidin-1-yl)nicotinate